methyl N5-benzyl-N2-((S)-2-((((3-chlorobenzyl) oxy) carbonyl) amino)-3-cyclohexylpropanoyl)-N5-methyl-L-glutaminate C(C1=CC=CC=C1)N(C(CC[C@H](NC([C@H](CC1CCCCC1)NC(=O)OCC1=CC(=CC=C1)Cl)=O)C(=O)OC)=O)C